C(\C=C\C(=O)[O-])(=O)[O-] trans-butenedioate